CC1=C(OC=2CCC3=CN(N=C3C21)CC2=NC=CC=C2)C(=O)NCC2=NOC(=C2)C(F)(F)F 8-Methyl-2-(pyridin-2-ylmethyl)-N-{[5-(trifluoromethyl)-1,2-oxazol-3-yl]methyl}-4,5-dihydro-2H-furo[2,3-g]indazol-7-carboxamid